(4-(2-chloro-3-fluorophenyl)piperidin-1-yl)(4,5,6,7-tetrahydro-1H-pyrazolo[3,4-c]pyridin-3-yl)methanone hydrochloride Cl.ClC1=C(C=CC=C1F)C1CCN(CC1)C(=O)C1=NNC=2CNCCC21